OC1=C(C(/C=C/C2=CC=C(C=C2)N(C)C)=O)C=CC(=C1)O 2',4'-Dihydroxy-4-(dimethylamino)chalcone